CC1C2CCC1C1C3C=CC(C21)C3C 11,12-dimethyltetracyclo[4.4.0.12,5.17,10]-3-dodecene